COC=1C=C(C=CC1)N(C=1C=C2CCC[C@H](C2=CC1)CNC=1C=NC=CC1C(=O)O)C 3-({[(1R)-6-[(3-methoxyphenyl)(methyl)amino]-1,2,3,4-tetrahydronaphthalen-1-yl]methyl}amino)pyridine-4-carboxylic acid